7-vinyl-8-fluoro-1-[(4-methoxyphenyl)methyl]-3-(methylamino)quinoxalin-2-one C(=C)C1=CC=C2N=C(C(N(C2=C1F)CC1=CC=C(C=C1)OC)=O)NC